CC1=CC=C(C=C1)[C@H]1NCOC1 (R)-4-(4-methylphenyl)-oxazolidin